tert-Butyl (3aR,6aR)-2-[4-(trifluoromethoxy)phenyl]-1,3,3a,4,6,6a-hexahydropyrrolo[3,4-c]pyrrole-5-carboxylate FC(OC1=CC=C(C=C1)N1C[C@@H]2CN(C[C@H]2C1)C(=O)OC(C)(C)C)(F)F